Ethyl 5-(bromomethyl)-2-(N-(tert-butyl)sulfamoyl)benzoate BrCC=1C=CC(=C(C(=O)OCC)C1)S(NC(C)(C)C)(=O)=O